5-vinyl-hexahydro-1,3,2-benzodioxathiolene-2-oxide C(=C)C1CC2C(OS(O2)=O)CC1